5-(6-chloro-2,2-difluorobenzo[d][1,3]dioxol-5-yl)-N-tritylpyrazin-2-amine ClC=1C(=CC2=C(OC(O2)(F)F)C1)C=1N=CC(=NC1)NC(C1=CC=CC=C1)(C1=CC=CC=C1)C1=CC=CC=C1